methyl-(2-bromobenzyl)proline C[C@@]1(N(CCC1)CC1=C(C=CC=C1)Br)C(=O)O